FC1=CC=C(C=C1)N1CC[C@@H]2CN(CC[C@@H]21)C=2C1=C(N(C(C2C#N)=O)C)SC(=N1)C 7-[(3aR,7aS)-1-(4-fluorophenyl)-3,3a,4,6,7,7a-hexahydro-2H-pyrrolo[3,2-c]pyridin-5-yl]-2,4-dimethyl-5-oxo-thiazolo[5,4-b]pyridine-6-carbonitrile